CN1N=CC(=C1)C1=NNC2=CN=C(C=C21)C=2C(=C(CCC(C)N)C=CC2)C(F)(F)F (3-(3-(1-methyl-1H-pyrazol-4-yl)-1H-pyrazolo[3,4-c]pyridin-5-yl)-2-(trifluoromethyl)benzyl)propan-2-amine